5-(1-methyl-1H-pyrazol-4-yl)benzo[d]thiazol-7-yl trifluoromethanesulfonate FC(S(=O)(=O)OC1=CC(=CC=2N=CSC21)C=2C=NN(C2)C)(F)F